ClC1=NC=2N(CC(N(C2C=N1)C1CC1)=O)CC1=CC=C(C=C1)C=1N(C=C(N1)C(F)(F)F)C 2-Chloro-5-cyclopropyl-8-(4-(1-methyl-4-(trifluoromethyl)-1H-imidazol-2-yl)benzyl)-7,8-Dihydropteridine-6(5H)-one